3-[(3-chloro-2-methoxyphenyl)amino]-2-(3-[2-[1-(trifluoromethyl)cyclopropyl]ethynyl]pyridin-4-yl)-1H,5H,6H,7H-pyrrolo[3,2-c]pyridin-4-one ClC=1C(=C(C=CC1)NC1=C(NC2=C1C(NCC2)=O)C2=C(C=NC=C2)C#CC2(CC2)C(F)(F)F)OC